N[C@H]1CS(C2=C(N(C1=O)CC1=CC=C(C=C1)OC(F)(F)F)C=C(C(=C2)F)C=2OC(=NN2)C(C(F)(F)F)N)(=O)=O (3R)-3-amino-7-[5-(1-amino-2,2,2-trifluoro-ethyl)-1,3,4-oxadiazol-2-yl]-8-fluoro-1,1-dioxo-5-[[4-(trifluoromethoxy)phenyl]methyl]-2,3-dihydro-1lambda6,5-benzothiazepin-4-one